C(#N)C=1C(=NC(=NC1)NC=1C(=CC(=C(C1)NC(C=C)=O)N(C)CCN(C)C)OC)C1=CN(C2=CC=CC=C12)C1CC1 N-(5-((5-cyano-4-(1-cyclopropyl-1H-indol-3-yl)pyrimidin-2-yl)amino)-2-((2-(dimethyl-Amino)ethyl)(methyl)amino)-4-methoxyphenyl)acrylamide